N1=C(C=CC=C1)OC1=CC=C(C=C1)NC1=NC=NC2=CC=C3C(=C12)OCCN3 10-((4-(pyridin-2-yloxy)phenyl)amino)-2,3-dihydro-4H-[1,4]oxazino[2,3-f]quinazolin